COC1=CC=CC=C1C(=O)OC METHYL O-METHOXYBENZOATE